6-(7-(2-cyclopropyl-5-ethoxy-4-methylbenzyl)-2,7-diazaspiro[3.5]nonan-2-yl)nicotinic acid C1(CC1)C1=C(CN2CCC3(CN(C3)C3=NC=C(C(=O)O)C=C3)CC2)C=C(C(=C1)C)OCC